CC(CCCCC(C)C(=O)OC(C)(C)C)C(=O)OC(C)(C)C di-tert-butyl octane-2,7-dicarboxylate